tert-butyl 2-[(4-bromo-1H-pyrazol-1-yl)methyl]pyrrolidine-1-carboxylate BrC=1C=NN(C1)CC1N(CCC1)C(=O)OC(C)(C)C